1-cyclopropyl-N-((4,4-difluorocyclohexyl)(5-(2-methoxy-1-(2-oxo-4-(trifluoromethyl)imidazolidin-1-yl)ethyl)benzo[d]oxazol-2-yl)methyl)-1H-1,2,4-triazole-5-carboxamide C1(CC1)N1N=CN=C1C(=O)NC(C=1OC2=C(N1)C=C(C=C2)C(COC)N2C(NC(C2)C(F)(F)F)=O)C2CCC(CC2)(F)F